2-methyl-4-(1-(thiazole-4-carboxamido)cyclopropyl)benzoic acid CC1=C(C(=O)O)C=CC(=C1)C1(CC1)NC(=O)C=1N=CSC1